2-chloro-N-(4-formylphenyl)-5-nitrobenzamide ClC1=C(C(=O)NC2=CC=C(C=C2)C=O)C=C(C=C1)[N+](=O)[O-]